CCCCC\C=C/C\C=C/CCCCCCCCC(CCCCCCCC\C=C/C\C=C/CCCCC)OC([O-])=O ((6Z,9Z,28Z,31Z)-heptatriaconta-6,9,28,31-tetraen-19-yl)carbonate